selenosulfide [Se]=S